5-(3,4-dichlorobenzyl)-1-(2,3-dimethylphenyl)-1H-pyrazolo[3,4-d]pyrimidin-4(5H)-one ClC=1C=C(CN2C=NC3=C(C2=O)C=NN3C3=C(C(=CC=C3)C)C)C=CC1Cl